NC1=CC=C(C=C1)C(C)(C)C1=CC=C(C=C1)N 2,2-bis-(4-aminophenyl)propane